3,4,5-Trihydroxy-6-(1-hydroxy-6,6-dimethyl-3-pentyl-6a,7,8,10a-tetrahydrobenzo[c]chromene-9-carbonyl)oxyoxane OC1COC(C(C1O)O)OC(=O)C1=CC2C(C(OC3=CC(=CC(=C23)O)CCCCC)(C)C)CC1